BrCCCCCC(O[Si](OCCCCCCCC)(C)C)OCCCCCCCC 12-(5-bromopentyl)-10,10-dimethyl-9,11,13-trioxa-10-silaheneicosane